5-[(5-chloro-2-fluoro-pyrimidin-4-yl)amino]-3-[(3S)-3-hydroxybutyl]-1-methyl-benzimidazol-2-one ClC=1C(=NC(=NC1)F)NC1=CC2=C(N(C(N2CC[C@H](C)O)=O)C)C=C1